(1S,2S)-2-((tert-butoxycarbonyl)amino)-5-methylcyclohexane-1-carboxylic acid ethyl ester C(C)OC(=O)[C@@H]1[C@H](CCC(C1)C)NC(=O)OC(C)(C)C